ClC1=CC2=C(C(=NO2)C=2C(=C(C=CC2)S(=O)(=O)N)OC)C=C1 (6-Chlorobenzo[d]isoxazol-3-yl)-2-methoxybenzenesulfonamide